(3aR,5s,6aS)-N-(6-(4-ethoxy-2,3-difluorophenyl)-4-(trifluoro-methyl)pyridazin-3-yl)-2-((tetrahydro-2H-pyran-4-yl)methyl)octahydro-cyclopenta[c]pyrrol-5-amine C(C)OC1=C(C(=C(C=C1)C1=CC(=C(N=N1)NC1C[C@@H]2[C@@H](CN(C2)CC2CCOCC2)C1)C(F)(F)F)F)F